5-{2-(ethylthio)propyl}-hydroxycyclohexen-2-one C(C)SC(CC1CCC(C(=C1)O)=O)C